O1CCC(CC1)C1CN(CC1)C1=NC(=NC=C1)C1=CN=C2N1C=C(N=C2)C(F)(F)F 3-(4-(3-(Tetrahydro-2H-pyran-4-yl)pyrrolidin-1-yl)pyrimidin-2-yl)-6-(trifluoromethyl)imidazo[1,2-a]pyrazine